Cl.FC(C1=C(C=NC=C1)OC1CC2(C1)CCNCC2)(F)F 2-((4-(trifluoromethyl)pyridin-3-yl)oxy)-7-azaspiro[3.5]nonane hydrochloride